FC=1C(=CC(=C(C1)C1=C(C=C(C(=C1)F)C1=C(C(=O)N)C=CC(=C1)N)C(F)(F)F)C(F)(F)F)C1=C(C(=O)N)C=CC(=C1)N (5,5'-difluoro-2,2'-bis(trifluoromethyl)-[1,1'-biphenyl]-4,4'-diyl)bis(4-aminobenzamide)